FC1=C2CN(CC2=CC=C1O)C(CCC(=O)OCC)=O ethyl 4-(4-fluoro-5-hydroxy-isoindolin-2-yl)-4-oxo-butanoate